C1(=CC=CC=C1)C([C@@H]1NCCC1)(O[Si](C)(C)C)C1=CC=CC=C1 (R)-2-[diphenyl-[(trimethylsilyl)oxy]methyl]-pyrrolidine